((2-phenyl-1-indenyl)-methyl)-2-indanol C1(=CC=CC=C1)C=1C(C2=CC=CC=C2C1)CC1C(CC2=CC=CC=C12)O